C(C)(C)(C)C=1N=C(SC1)N1N(C(C=2C1=NC(=NC2)NC2=CC(=C(C=C2)N2C1CN(CC2CC1)C)C)=O)C1CC1 1-(4-(tert-butyl)thiazol-2-yl)-2-cyclopropyl-6-((3-methyl-4-(3-methyl-3,8-diazabicyclo[3.2.1]oct-8-yl)phenyl)amino)-1,2-dihydro-3H-Pyrazolo[3,4-d]pyrimidin-3-one